FC1(CN(CCC1NC(=O)NC1=C2C=CN(C2=CC(=C1)C#CCNC1=C(C=C(C=C1)S(=O)(=O)C)OC)CC(F)(F)F)C)F 1-(3,3-difluoro-1-methyl-4-piperidyl)-3-[6-[3-(2-methoxy-4-methylsulfonyl-anilino)prop-1-ynyl]-1-(2,2,2-trifluoroethyl)indol-4-yl]urea